3-chloro-2-(2-chloroethoxy)-5-(2-(4-(2-chloroquinoxalin-6-yl)phenyl)propan-2-yl)benzonitrile ClC=1C(=C(C#N)C=C(C1)C(C)(C)C1=CC=C(C=C1)C=1C=C2N=CC(=NC2=CC1)Cl)OCCCl